C(CC)C=1C(=NC=CC1OC1=CC=C(C=C1)NC(=O)C=1N=NN(C1C(F)(F)F)C1=C(C=CC=C1)C(F)(F)F)C(=O)N propyl-4-(4-(5-(trifluoromethyl)-1-(2-(trifluoromethyl)phenyl)-1H-1,2,3-triazole-4-carboxamido)phenoxy)pyridinecarboxamide